FC1=C(CN2CCC(CC2)N2CC(C2)(N2N=CC(=C2)C=2C3=C(N=CN2)NC=C3)CC#N)C(=CC=C1)C(F)(F)F {1-{1-[2-fluoro-6-(trifluoromethyl)benzyl]piperidin-4-yl}-3-[4-(7H-pyrrolo[2,3-d]pyrimidin-4-yl)-1H-pyrazol-1-yl]azetidin-3-yl}acetonitrile